C(C)C1(C=2C(=NC(=C1)NC1=CC=C(C=3OCCOC31)S(=O)(=O)N3CCC(CC3)N3CCOCC3)NCC2C(F)(F)F)N 4-ethyl-N6-(8-((4-morpholinopiperidin-1-yl)sulfonyl)-2,3-dihydrobenzo[b][1,4]dioxin-5-yl)-3-(trifluoromethyl)-1H-pyrrolo[2,3-b]pyridine-4,6-diamine